C(C)(=O)C1=CC=C(ONC(C)=O)C=C1 N-(4-acetylphenoxy)acetamide